BrC1=CC(=CC(=N1)NC(=O)C1CC1)OC N-(6-bromo-4-methoxypyridin-2-yl)cyclopropanecarboxamide